CP(C)OC1=CNC2=CC=CC=C12 (1H-indol-3-yl) dimethylphosphino oxide